2-guanidinoethane-1-sulfonic acid N(C(=N)N)CCS(=O)(=O)O